COCCN1N=CC(=C1)NC1=NC=C(C=N1)C=O 2-((1-(2-methoxyethyl)-1H-pyrazol-4-yl)amino)pyrimidine-5-carbaldehyde